O=S1(CCC(CC1)NC=1N=CC2=C(N1)C(=NC(=C2)C#N)NC(C)C)=O 2-((1,1-dioxotetrahydro-2H-thiopyran-4-yl)amino)-8-(isopropylamino)pyrido[3,4-d]pyrimidine-6-carbonitrile